C(C)(=O)C1=CC=C(S1)C=1N=NN(C1)C1C(NC(CC1)=O)=O 3-[4-(5-acetylthien-2-yl)-1H-1,2,3-triazol-1-yl]piperidine-2,6-dione